2-(Thiophen-2-yl)-1,3,4-oxadiazole S1C(=CC=C1)C=1OC=NN1